NCC1=CC=C(C2=CC=CC=C12)NC(C1=CC=C(C=C1)F)=O N-(4-(aminomethyl)naphthalen-1-yl)-4-fluorobenzamide